benzyl (2S)-4-[2-chloro-6-[(3-methoxy-1-naphthyl)carbamoyl]pyrimidin-4-yl]-2-(cyanomethyl)piperazine-1-carboxylate ClC1=NC(=CC(=N1)N1C[C@@H](N(CC1)C(=O)OCC1=CC=CC=C1)CC#N)C(NC1=CC(=CC2=CC=CC=C12)OC)=O